4-(t-butyl)-2-chloropyridine C(C)(C)(C)C1=CC(=NC=C1)Cl